S(C1=CC=C(C(=C1)C(C)(C)C)O)C1=CC=C(C(=C1)C(C)(C)C)O 4,4'-thiobis(6-t-butylphenol)